2,2-DIMETHYL-3-OXOHEXANAL CC(C=O)(C(CCC)=O)C